C(C)(C)(C)C=1C=C(C=C(C1O)C(C)(C)C)CCC(=O)[O-] 3-(3,5-di-tert.-butyl-4-hydroxyphenyl)-propionat